C(C)(C)(C)N1N=CC(=C1F)NC(C1=CC(=C(C=C1)C)C1=CC=2N(C(=C1)N1CCOCC1)C=NC2)=O N-(1-(Tert-butyl)-5-fluoro-1H-pyrazol-4-yl)-4-methyl-3-(5-morpholinoimidazo[1,5-a]pyridin-7-yl)benzamide